1-(tert-Butoxycarbonyl)-4-(m-tolyl)piperidine-2-carboxylic acid C(C)(C)(C)OC(=O)N1C(CC(CC1)C=1C=C(C=CC1)C)C(=O)O